O.C([C@@H](C)O)O (R)-1,2-propanediol monohydrate